6-(tert-butylsulfonyl)-3-iodo-7-(1-methyl-1H-pyrazol-4-yl)imidazo[1,2-a]pyridine C(C)(C)(C)S(=O)(=O)C=1C(=CC=2N(C1)C(=CN2)I)C=2C=NN(C2)C